C12OCC(CC1)(CC2)CO[C@@H]([C@@H](C(=O)N2C[C@H](CCC2)COC)NC(OCC2=CC=CC=C2)=O)C benzyl ((2S,3R)-3-(2-oxabicyclo[2.2.2]octan-4-ylmethoxy)-1-((S)-3-(methoxymethyl)piperidin-1-yl)-1-oxobutan-2-yl)carbamate